isopropyl (2S)-6-diazo-2-[[(2S)-3-(7-fluoro-1H-indol-3-yl)-2-hydroxy-propanoyl]amino]-5-oxo-hexanoate [N+](=[N-])=CC(CC[C@@H](C(=O)OC(C)C)NC([C@H](CC1=CNC2=C(C=CC=C12)F)O)=O)=O